3-(4-tertbutylphenyl)propanal C(C)(C)(C)C1=CC=C(C=C1)CCC=O